NC1=C(C(=NN1C(C(F)(F)F)(C)C)C1=CC=C(C=C1)C(C)C(NC1=CC(=NO1)CC(C)(C)C)=O)C(=O)N 5-Amino-3-[4-[1-[[3-(2,2-dimethylpropyl)-1,2-oxazol-5-yl]carbamoyl]ethyl]phenyl]-1-(1,1,1-trifluoro-2-methylpropan-2-yl)pyrazole-4-carboxamide